3-(5-(((1R,4R)-5-(2,3-dichlorophenyl)-2,5-diazabicyclo[2.2.1]heptan-2-yl)methyl)-1-oxoisoindolin-2-yl)piperidine-2,6-dione ClC1=C(C=CC=C1Cl)N1[C@H]2CN([C@@H](C1)C2)CC=2C=C1CN(C(C1=CC2)=O)C2C(NC(CC2)=O)=O